S-(2-Methylphenyl)-S-methyl-sulfoximine CC1=C(C=CC=C1)S(=O)(=N)C